2-(3-(3,3-difluoro-1-((4-methyl-4H-1,2,4-triazol-3-yl)methyl)cyclobutyl)phenyl)-6-((3-hydroxy-3-methylazetidin-1-yl)methyl)-4-(trifluoromethyl)isoindolin-1-one FC1(CC(C1)(CC1=NN=CN1C)C=1C=C(C=CC1)N1C(C2=CC(=CC(=C2C1)C(F)(F)F)CN1CC(C1)(C)O)=O)F